BrC1=CNC2=CC(=C(C=C12)F)F 3-bromo-5,6-difluoro-1H-indole